BrC=1C=CC=2N(C1)N=CC2C(O)C=2C=C1CCC(OC1=C(C2)OC)C=2C=NC(=CC2)OC (6-bromopyrazolo[1,5-a]pyridin-3-yl)(8-methoxy-2-(6-methoxypyridin-3-yl)chroman-6-yl)methanol